(-)-4-(4-{[4-Chloro-2-(trifluoromethyl)phenoxy]methyl}-3-methoxyphenyl)-2H,4H,5H,6H,7H-pyrazolo[3,4-b]pyridin-6-on ClC1=CC(=C(OCC2=C(C=C(C=C2)C2C=3C(NC(C2)=O)=NNC3)OC)C=C1)C(F)(F)F